C(N)(=O)CC1=CC=C(C=C1)NC(=O)C1C[C@@H](CCC1C(C)C)C (1R,2S,5R)-N-(4-(Carbamoylmethyl)phenyl)menthylcarboxamid